(S)-5-(2-methyl-8-((4-nitrobenzoyl)oxy)-3-phenyloctan-2-yl)-1,3-phenylene bis(4-nitrobenzoate) [N+](=O)([O-])C1=CC=C(C(=O)OC2=CC(=CC(=C2)C(C)([C@@H](CCCCCOC(C2=CC=C(C=C2)[N+](=O)[O-])=O)C2=CC=CC=C2)C)OC(C2=CC=C(C=C2)[N+](=O)[O-])=O)C=C1